4-(((6-(isoindolin-2-ylmethyl)-4-oxo-4H-pyran-3-yl)oxy)methyl)-N,N-dimethylcyclohexane-1-carboxamide C1N(CC2=CC=CC=C12)CC1=CC(C(=CO1)OCC1CCC(CC1)C(=O)N(C)C)=O